3-((2-hydroxy-5-(trifluoromethyl)phenyl)carbamoyl)bicyclo[1.1.1]Pentane-1-carboxylic acid methyl ester COC(=O)C12CC(C1)(C2)C(NC2=C(C=CC(=C2)C(F)(F)F)O)=O